{4-[2-(4-Fluorophenyl)-4-oxo-1,3-thiazolidin-3-yl]-3-methylphenyl}acetonitrile FC1=CC=C(C=C1)C1SCC(N1C1=C(C=C(C=C1)CC#N)C)=O